2,3,5,6-tetrabromohydroquinone BrC1=C(O)C(=C(C(=C1Br)O)Br)Br